C(CC1=CC=CC=C1)B(O)O PHENETHYLBORONIC ACID